1-buten-3,4-diol C=CC(CO)O